chlorotriphenylgermanium Cl[Ge](C1=CC=CC=C1)(C1=CC=CC=C1)C1=CC=CC=C1